FC(C(=O)O)(F)F.CNCCNC(O)=O.CC1(O[C@@H](CNC1)[C@@H](C)O)C (1R)-1-[(2S)-6,6-dimethyl-morpholin-2-yl]ethan-1-ol (2-(methylamino)ethyl)carbamate trifluoroacetate